Water ethyl-acetate C(C)OC(C)=O.O